diethyl-D-tartrate C(C)[C@@]([C@@](C(=O)[O-])(O)CC)(O)C(=O)[O-]